OC1CN(CC1OC1COC1)C(=O)OC(C)(C)C rac-tert-butyl 3-hydroxy-4-(oxetan-3-yloxy)pyrrolidine-1-carboxylate